γ-mercaptopropyldimethoxymethylsilane SCCC[SiH2]C(OC)OC